N-hydroxy-N-(naphthalen-2-yl)benzamide ON(C(C1=CC=CC=C1)=O)C1=CC2=CC=CC=C2C=C1